CN(P(OCC)(=O)CC1=CC=C(C=C1)C=1OC(=NN1)C(F)(F)F)C ethyl N,N-dimethyl-P-(4-(5-(trifluoromethyl)-1,3,4-oxadiazol-2-yl)benzyl)phosphonamidate